1-(isoquinoline-5-yl)-4-methyl-oxo-piperazine methyl-2β-fluoro-3α,7α-dihydroxyl-6α-ethyl-5β-cholan-24-oate COC(CC[C@@H](C)[C@H]1CC[C@H]2[C@@H]3[C@@H]([C@@H]([C@@H]4C[C@@H]([C@H](C[C@]4(C)[C@H]3CC[C@]12C)F)O)CC)O)=O.C1=NC=CC2=C(C=CC=C12)N1C(CN(CC1)C)=O